lithium-magnesium [Mg].[Li]